CN(CCCCCNC(C1=CC=C(C=C1)[18F])=O)C N-(5-(dimethylamino)pentyl)-4-[18F]fluorobenzamide